1-(2-Hydroxy-6-methoxy-1H-inden-3-yl)-2-naphthyl-1-ethanone OC=1CC2=CC(=CC=C2C1C1=C(C=CC2=CC=CC=C12)C(C)=O)OC